3-methyl-4-((8-methyl-[1,2,4]triazolo[4,3-c]pyrimidin-7-yl)oxy)aniline CC=1C=C(N)C=CC1OC1=C(C=2N(C=N1)C=NN2)C